C(CCCCCCCCCCC\C=C/CCCCCCCC)(=O)OC1=CC=C2C3=C1O[C@@H]1[C@]34CCN(C([C@@]4(CCC1=O)O)C2)CC2CC2 (4aS,7aR,12bS)-3-(cyclopropylmethyl)-4a-hydroxy-7-oxo-2,3,4,4a,5,6,7,7a-octahydro-1H-4,12-methanobenzofuro[3,2-e]isoquinolin-9-yl (Z)-docos-13-enoate